BrC1=C(C(=CC2=C1N(C(O2)=O)C)[N+](=O)[O-])C(C2=C(C=CC(=C2)F)Cl)=O 4-bromo-5-(2-chloro-5-fluorobenzoyl)-3-methyl-6-nitrobenzo[d]oxazol-2(3H)-one